C(C)(=O)N1CCN(CC1)C1=C(C=C(C(=C1)OC)NC1=NC=NC(=C1)N1OCC[C@@H]1C1=CC(=C(C=C1)F)Cl)NC(C=C)=O N-(2-(4-acetylpiperazine-1-yl)-5-((6-((R)-3-(3-chloro-4-fluorophenyl)isoxazolidine-2-yl)pyrimidine-4-yl)amino)-4-methoxyphenyl)acrylamide